2-isopropyl-4-methyl-4-(selenocyanatomethyl)isoquinoline-1,3(2H,4H)-dione C(C)(C)N1C(C2=CC=CC=C2C(C1=O)(C[Se]C#N)C)=O